(R)-imino({[1-(8-methoxyquinazolin-4-yl)piperidin-4-yl]methyl})methyl-λ6-sulfanone N=[S@@](=O)(C)CC1CCN(CC1)C1=NC=NC2=C(C=CC=C12)OC